N-[3-chloro-4-[4-[2-(4-piperidyl)acetyl]piperazine-1-carbonyl]phenyl]-5-[6-(dimethylamino)-2,5-difluoro-3-pyridyl]-1-methyl-imidazole-2-carboxamide ClC=1C=C(C=CC1C(=O)N1CCN(CC1)C(CC1CCNCC1)=O)NC(=O)C=1N(C(=CN1)C=1C(=NC(=C(C1)F)N(C)C)F)C